Cl.S1C2=C(C=C1)C(=CC=C2)N2CCC(CC2)CC2(CC1=C(N=C(S1)N)CC2)NCCC 6-((1-(benzo[b]thiophen-4-yl)piperidin-4-yl)methyl)-N6-propyl-4,5,6,7-tetrahydrobenzo[d]thiazole-2,6-diamine hydrochloride salt